2,3,8,9-tetrahydroxy-6H-dibenzo[c,e][1,2]thiazine OC=1C(=CC2=C(C3=C(NS2)C=C(C(=C3)O)O)C1)O